N-(6-fluoropyridin-3-yl)-1,2,4-trimethyl-5-(2-oxo-2-((1,1,1-trifluoropropan-2-yl)amino)acetyl)-1H-pyrrole-3-carboxamide FC1=CC=C(C=N1)NC(=O)C1=C(N(C(=C1C)C(C(NC(C(F)(F)F)C)=O)=O)C)C